CN(CCN(C1=C(C=C(C(=C1)OC([2H])([2H])[2H])NC1=NC=CC(=N1)N1C(N2CCCC3=CC(=CC1=C23)F)=O)NC(C=C)=O)C)C N-(2-((2-(dimethylamino)ethyl)(methyl)amino)-5-((4-(8-fluoro-2-oxo-5,6-dihydro-4H-imidazo[4,5,1-ij]quinolin-1(2H)-yl)pyrimidin-2-yl)amino)-4-(methoxy-d3)phenyl)acrylamide